N1=CC(=CC=C1)C1NCCCC1C(=O)O.C1(CC2C(CC1)O2)CO[Si](OC)(OC)C (3,4-epoxycyclohexyl)-methyl-trimethoxysilane 2-(pyridin-3-yl)piperidine-3-carboxylate